methyl (6S,10S)-6-butyl-3,8-dioxo-10-phenyl-1-(2-thienyl)-2-(2-thienylmethyl)-4-oxa-2,7,9-triazadodecan-12-oate C(CCC)[C@@H](COC(N(CC=1SC=CC1)CC=1SC=CC1)=O)NC(N[C@@H](CC(=O)OC)C1=CC=CC=C1)=O